C(C)(C)(C)OC(=O)C1=CC=C(OC(CCCCCCCC(=O)O)CC)C=C1 9-(4-t-butoxycarbonylphenoxy)undecanoic acid